ClC=1C=C(C#N)C=C(N1)OCC1=C(C=C(C=C1)C#N)F 2-chloro-6-((4-cyano-2-fluorobenzyl)oxy)isonicotinonitrile